FC(C=1C(=C(C=CC1)[C@@H](C)NC=1C2=C(N=C(N1)C)C=NC(=C2)N2CCCC2)F)F N-[(1R)-1-[3-(difluoromethyl)-2-fluoro-phenyl]ethyl]-2-methyl-6-pyrrolidin-1-yl-pyrido[3,4-d]pyrimidin-4-amine